C(CCCCC)OC(CCC/C=C/CCO)OCCCCCC (3E)-8,8-dihexyloxy-3-octen-1-ol